C1(CCCC1)NC1=CC(=C2C(NC(=NC2=C1)CS[C@H]1[C@H](CNCC1)F)=O)F 7-(Cyclopentylamino)-5-fluoro-2-((((3S,4R)-3-fluoropiperidin-4-yl)thio)methyl)quinazolin-4(3H)-one